CC1=CC(=NO1)COC(=O)N1CC=2CN(CC2C1)S(=O)(=O)C1=CC=C(C=C1)OC(F)F (5-Methyl-1,2-oxazol-3-yl)methyl-5-[4-(difluoromethoxy)benzenesulfonyl]-1H,2H,3H,4H,5H,6H-pyrrolo[3,4-c]pyrrole-2-carboxylate